C(C)(C)(C)OC(=O)N1[C@@H](CCCC1)C=1N(C(=C(N1)C1=CC=C(C=C1)C(NC1=NC=CC(=C1)CC)=O)C(N)=O)N (S)-2-(1-amino-5-carbamoyl-4-(4-((4-ethylpyridin-2-yl)carbamoyl)Phenyl)-1H-imidazol-2-yl)piperidine-1-carboxylic acid tert-butyl ester